(chloromethyl)-2,4,6-trimethylbenzaldehyde ClCC=1C(=C(C=O)C(=CC1C)C)C